ClC1=C(C=CC=C1)C(=C(C(=O)O)C)O (2-chlorophenyl)(hydroxy)(methyl)acrylic acid